3-(((1-(2,2-difluoroethyl)-1H-imidazol-5-yl)methyl)amino)-1H-pyrrole-2-carboxylic acid ethyl ester C(C)OC(=O)C=1NC=CC1NCC1=CN=CN1CC(F)F